FC(C1=NSC(=C1)NC(=O)NC1=CC(=NC=C1CO)F)F 1-(3-(difluoromethyl)isothiazol-5-yl)-3-(2-fluoro-5-(hydroxymethyl)pyridin-4-yl)urea